N-ethyl-2-((2-((4-(((3-(piperidin-3-yl)phenyl)amino)methyl)phenyl)amino)-5-(trifluoromethyl)pyrimidin-4-yl)amino)benzamide C(C)NC(C1=C(C=CC=C1)NC1=NC(=NC=C1C(F)(F)F)NC1=CC=C(C=C1)CNC1=CC(=CC=C1)C1CNCCC1)=O